CCCCCCCCC(CC)C(=O)OCCC1C[C@@H]2CC[C@H](C1)C2 2-((1R,3s,5S)-bicyclo[3.2.1]oct-3-yl)ethan-1-ol Undecane-9-carboxylate